C[C@@H]1CN(C[C@@H](O1)C)C(=O)C=1C2=C(N(N1)CC(=O)N1CCC(CC1)OC1=C(C=C(C=C1)C)F)CCC2 2-{3-[(2R,6S)-2,6-Dimethylmorpholin-4-carbonyl]-5,6-dihydrocyclopenta[c]pyrazol-1(4H)-yl}-1-[4-(2-fluoro-4-methylphenoxy)piperidin-1-yl]ethan-1-on